C1(=CC=CC=C1)C1=C(C2=C(SC3=C2C=CC=C3)C=C1)C=1C(=NN=NC1C1=CC=CC=C1)C1=CC=CC=C1 (Phenyldibenzothiophenyl)(diphenyltriazine)